(S)-5-(3-methylbutanoyl)-N-((S)-3-oxo-1-((S)-2-oxopyrrolidin-3-yl)-4-(trifluoromethoxy)butan-2-yl)-5-azaspiro[2.4]heptane-6-carboxamide CC(CC(=O)N1CC2(CC2)C[C@H]1C(=O)N[C@@H](C[C@H]1C(NCC1)=O)C(COC(F)(F)F)=O)C